Ethyl-(6R,16R)-9-fluoro-16-methyl-13-oxa-2,17,21,25-tetraazapentacyclo[16.6.2.02,6.07,12.022,26]hexacosane C(C)C12N3CCC[C@@H]3C3CC(CCC3OCC[C@H](NC3CCNC(CC1)C3N2)C)F